C(C1=CC=CC=C1)N1[C@@H](CCC1)C1=C(C=CC=C1)C(C)(C)F (S)-1-benzyl-2-(2-(2-fluoropropane-2-yl)phenyl)pyrrolidine